C(C)C(CP(OC(CCCCCC)C)=O)CCCC.[Ni] nickel (1-methylheptyl) (2-ethylhexyl)phosphinate